COCC1=CC=C(C=C1)B(O)O 4-(METHOXYMETHYL)PHENYLBORONIC ACID